C(C=C(C)CCC=C(C)CCC=C(C)C)NCC(=O)O farnesyl-glycine